4-[[2-(5-Chloro-2-hydroxy-phenyl)acetyl]amino]-N-sec-butyl-pyridine-2-carboxamide ClC=1C=CC(=C(C1)CC(=O)NC1=CC(=NC=C1)C(=O)NC(C)CC)O